FC(C1=NN=C(S1)C1=NC=C2N1C=C(C=C2N2C[C@H](N(CC2)C(C(C)C)=O)CO)S(=O)(=O)NC2(CC2)C)F (S)-3-(5-(difluoromethyl)-1,3,4-thiadiazol-2-yl)-8-(3-(hydroxymethyl)-4-isobutyrylpiperazin-1-yl)-N-(1-methylcyclopropyl)imidazo[1,5-a]pyridine-6-sulfonamide